allyloxy carbonate C(OOCC=C)([O-])=O